(R)-3-Fluoro-9-(3-methylisoxazol-4-yl-methyl)-2-((R)-3-methylmorpholin-4-yl)-6-trifluoromethyl-6,7,8,9-tetrahydro-pyrimido[1,2-a]-pyrimidin-4-one FC1=C(N=C2N(C1=O)[C@H](CCN2CC=2C(=NOC2)C)C(F)(F)F)N2[C@@H](COCC2)C